3-(9-((4-(aminomethyl)-2-(isopentylcarbamoyl)-6-methylphenyl)carbamoyl)-4,5-dihydrobenzo[b]thieno[2,3-d]oxepin-8-yl)-6-(propylcarbamoyl)picolinic acid NCC1=CC(=C(C(=C1)C)NC(=O)C1=CC2=C(OCCC3=C2SC=C3)C=C1C=1C(=NC(=CC1)C(NCCC)=O)C(=O)O)C(NCCC(C)C)=O